3-(1-methylcyclopropyl)-1-(benzenesulfonyl)-1H-pyrrolo[3,2-c]pyridine 5-oxide CC1(CC1)C1=CN(C2=C1C=[N+](C=C2)[O-])S(=O)(=O)C2=CC=CC=C2